CC=1OC2=C(N1)C(=CC(=C2)C(=O)OC)C=C methyl 2-methyl-4-vinylbenzo[d]oxazole-6-carboxylate